ClC1=CC=C(C=C1)C=1C(=NN2C1N=C(C=C2N2CC(C2)(C)OC)OCC(C)(C)O)C=2C=CC(=NC2)C#N 5-[3-(4-chlorophenyl)-5-(2-hydroxy-2-methyl-propoxy)-7-(3-methoxy-3-methyl-azetidin-1-yl)pyrazolo[1,5-a]pyrimidin-2-yl]pyridine-2-carbonitrile